tert-butyl 9-(1,5-dihydroxypentan-2-yl)-3,9-diazaspiro[5.5]undecane-3-carboxylate OCC(CCCO)N1CCC2(CCN(CC2)C(=O)OC(C)(C)C)CC1